COC1=C(C=CC(C1)C=O)O dihydrovanillin